1-methoxy-4-(1-methyltelluro-ethyl)benzenePropionaldehyd COC1(CC=C(C=C1)C(C)[Te]C)CCC=O